CC1=C(C=CC=C1COC1=CC(=C(C=2CCCC12)C=O)OCC1=NC=CN=C1)C1=CC=CC=C1 7-((2-methyl-[1,1'-biphenyl]-3-yl)methoxy)-5-(pyrazin-2-ylmethoxy)-2,3-dihydro-1H-indene-4-carbaldehyde